N-(1-cyanocyclopropyl)-8-(4-isobutyrylpiperazin-1-yl)imidazo[1,2-a]pyridine-6-sulfonamide C(#N)C1(CC1)NS(=O)(=O)C=1C=C(C=2N(C1)C=CN2)N2CCN(CC2)C(C(C)C)=O